(E)-1-fluoro-4-(2-(phenylsulfonyl)vinyl)benzene FC1=CC=C(C=C1)\C=C\S(=O)(=O)C1=CC=CC=C1